n-butylphosphonium bromid [Br-].C(CCC)[PH3+]